4,4-dimethyl-thiochroman-6-yl-acetylene CC1(CCSC2=CC=C(C=C12)C#C)C